1-(5-(3-(4-(4-(5-(2-aminopyridin-4-yl)-2-methyl-3H-imidazo[4,5-b]pyridin-3-yl)-2-fluorophenyl)piperazin-1-yl)prop-1-yn-1-yl)pyridin-2-yl)-4-hydroxypiperidine NC1=NC=CC(=C1)C1=CC=C2C(=N1)N(C(=N2)C)C2=CC(=C(C=C2)N2CCN(CC2)CC#CC=2C=CC(=NC2)N2CCC(CC2)O)F